C(C)N1C2=NC(=NC(=C2N=C1C(C)=O)N1CCOCC1)N1N=C2C=CC(=CC2=C1)C 1-(9-ethyl-2-(5-methyl-2H-indazol-2-yl)-6-morpholino-9H-purin-8-yl)ethan-1-one